FC=1C(=C2C(=NC1)N(C(=C2)C=2C=NN(C2)C)S(=O)(=O)C2=CC=C(C=C2)C)C2CCN(CC2)C(=O)OC(C)(C)C tert-butyl 4-[5-fluoro-1-(4-methylbenzenesulfonyl)-2-(1-methylpyrazol-4-yl)pyrrolo[2,3-b]pyridin-4-yl]piperidine-1-carboxylate